COC=1C=C2C(=NC=NC2=CC1C(=O)N)OC[C@H]1NC(CC1)=O 6-methoxy-4-{[(2S)-5-oxopyrrolidin-2-yl]methoxy}quinazoline-7-carboxamide